n-octyl-pyrrole tris(2-chloro-propyl)phosphate ClC(COP(=O)(OCC(C)Cl)OCC(C)Cl)C.C(CCCCCCC)C=1NC=CC1